C(C)(C)(C)OOC(CC)(CCC(CC)(C)OOC(C)(C)C)C 3,6-bis(t-butylperoxy)-3,6-dimethyl-octane